3-(2-aminoethyl)-1-(1-(cis-4-isopropylcyclohexyl) piperidin-4-yl)-1H-indol-5-yl sulfamate S(N)(OC=1C=C2C(=CN(C2=CC1)C1CCN(CC1)[C@@H]1CC[C@@H](CC1)C(C)C)CCN)(=O)=O